3,6-dimethoxy-9,9-diphenylsilafluorene COC=1C=[SiH]C=2C(C3=CC=C(C=C3C2C1)OC)(C1=CC=CC=C1)C1=CC=CC=C1